N1N=C(C2=CC=CC=C12)NC(C(C)C=1C=C(C=CC1)C1=CC=CC=C1)=O 3'-(1-((1H-indazol-3-yl)amino)-1-oxopropan-2-yl)-[1,1'-biphenyl]